FC1=C(C=CC=C1)CS(=O)(=O)NC1=NC=C(C=C1)C1=NC=2C=NC(=NC2N(C1=O)C(C)C)N[C@@H]1CNC[C@H](C1)F 1-(2-fluorophenyl)-N-[5-[2-[[(3S,5S)-5-fluoro-3-piperidyl]-amino]-8-isopropyl-7-oxo-pteridin-6-yl]-2-pyridyl]methanesulfonamide